C1(CC1)C1=C(C=CC=C1)C1CN(CCN1)CC1=CC=C(C=C1)OC 3-(2-cyclopropylphenyl)-1-(4-methoxybenzyl)piperazine